ClC=1C=C(C=CC1)C=1C=CC=2N(N1)C=C(N2)CC(=O)O 2-(6-(3-Chlorophenyl)imidazo[1,2-b]pyridazin-2-yl)acetic acid